C(C(C)(C)C)(=O)OCOP(=O)(OC1=CC=CC=C1)CO[C@@H](CN1C2=NC=NC(=C2N=C1)N)C ((((((R)-1-(6-amino-9H-purin-9-yl)propan-2-yl)oxy)methyl) (phenoxy) phosphoryl) oxy)methyl pivalate